C1(CC1)CNC1=NN2C(C=N1)=C(C=C2)C=2C=C1C(=NC2)N=C(N1C(C)C)C N-(cyclopropylmethyl)-5-(1-isopropyl-2-methyl-1H-imidazo[4,5-b]pyridin-6-yl)pyrrolo[2,1-f][1,2,4]triazin-2-amine